N1(CCCCC1)C=1N=NC(=CN1)C(=O)N 3-(piperidin-1-yl)-1,2,4-triazine-6-carboxamide